(S)-N-(benzofuran-5-yl)-1-(4,6-bis(trifluoromethyl)pyridin-2-yl)-N-methylpyrrolidine-2-carboxamide O1C=CC2=C1C=CC(=C2)N(C(=O)[C@H]2N(CCC2)C2=NC(=CC(=C2)C(F)(F)F)C(F)(F)F)C